2,4-bis(trifluoromethyl-amino-phenoxy)benzene FC(F)(F)C=1C(=C(OC2=CC=CC(=C2)OC2=C(C(=CC=C2)C(F)(F)F)N)C=CC1)N